CC1C[C@H]([C@H](N1C(=O)OCC1=CC=CC=C1)C(=O)OC)CCCB1OC(C(O1)(C)C)(C)C 1-benzyl 2-methyl (2S,3R)-5-methyl-3-(3-(4,4,5,5-tetramethyl-1,3,2-dioxaborolan-2-yl)propyl)pyrrolidine-1,2-dicarboxylate